(S)-5-chloro-2-(1-cyclopropyl-2-hydroxy-2-methylpropyl)-7-(4-(5-methyl-1,3,4-oxadiazol-2-yl)phenyl)isoindolin-1-one ClC=1C=C2CN(C(C2=C(C1)C1=CC=C(C=C1)C=1OC(=NN1)C)=O)[C@H](C(C)(C)O)C1CC1